2-((6-(2-morpholinoethoxy)-1H-pyrrolo[2,3-b]pyridin-5-yl)oxy)benzamide O1CCN(CC1)CCOC1=C(C=C2C(=N1)NC=C2)OC2=C(C(=O)N)C=CC=C2